ClC1=C(C=2N=C(N=C(C2C=N1)N1[C@@H]2C([C@@H]2COCC1)(F)F)OC([2H])([2H])[C@]12CCCN2C[C@@H](C1)F)F (1S,7S)-2-(7-chloro-8-fluoro-2-(((2R,7aS)-2-fluorotetrahydro-1H-pyrrolizin-7a(5H)-yl)methoxy-d2)pyrido[4,3-d]pyrimidin-4-yl)-8,8-difluoro-5-oxa-2-azabicyclo[5.1.0]octane